OCCN1C[C@@H](CCC1)NC(OC(C)(C)C)=O (R)-tert-butyl (1-(2-hydroxyethyl)piperidin-3-yl)carbamate